1-(1-([1,1'-biphenyl]-4-yl)ethyl)-3,5-dimethyl-1H-pyrazole C1(=CC=C(C=C1)C(C)N1N=C(C=C1C)C)C1=CC=CC=C1